4,6-di-O-acetyl-D-glucal C(C)(=O)O[C@H]1[C@@H](C=CO[C@@H]1COC(C)=O)O